tert-butyl-5-((4-(2,6-dimethoxy-4-(1,4,5-trimethyl-6-oxo-1,6-dihydropyridin-3-yl)benzyl)piperazin-1-yl)sulfonyl)-1-methyl-3,4-dihydroisoquinoline C(C)(C)(C)C1N=C(C2=CC=CC(=C2C1)S(=O)(=O)N1CCN(CC1)CC1=C(C=C(C=C1OC)C1=CN(C(C(=C1C)C)=O)C)OC)C